t-butyl peroxylaurate (tert-butylperoxylaurate) C(C)(C)(C)C(C(=O)OO)CCCCCCCCCC.C(CCCCCCCCCCC)(=O)OOC(C)(C)C